C(C1=CC=CC=C1)OC(=O)N1[C@H](CN(CC1)C=1C2=C(N=C(N1)Cl)C=CN2C(=O)OC(C)(C)C)CC#N tert-butyl (S)-4-(4-((benzyloxy) carbonyl)-3-(cyanomethyl) piperazin-1-yl)-2-chloro-5H-pyrrolo[3,2-d]pyrimidine-5-carboxylate